C1(CC1)[C@H](C(C)(C)O)N1C(C=2C(=NC=CC2C1)C1=CC=C(C=C1)C=1OC(=NN1)C)=O (R)-2-(1-cyclopropyl-2-hydroxy-2-methylpropyl)-4-(4-(5-methyl-1,3,4-oxadiazol-2-yl)phenyl)-1,2-dihydro-3H-pyrrolo[3,4-c]pyridin-3-one